tert-butyl 6-(4,5-diamino-3-bromo-2-cyanophenyl)-2,6-diazaspiro[3.4]octane-2-carboxylate NC1=C(C(=C(C=C1N)N1CC2(CN(C2)C(=O)OC(C)(C)C)CC1)C#N)Br